NC[C@@]1(CN(CC1)C1=C(C(=C(C(=N1)S[C@@H](C(=O)N)C1=CC=CC=C1)C#N)CC)C#N)F (R)-2-((6-((S)-3-(aminomethyl)-3-fluoropyrrolidin-1-yl)-3,5-dicyano-4-ethylpyridin-2-yl)thio)-2-phenylacetamide